2,5-dibromoisophthalic acid BrC1=C(C(=O)O)C=C(C=C1C(=O)O)Br